FC1=C(OP(=O)(OC2=CC=CC=C2)N[C@@H](C)C(=O)OC(C)C)C(=C(C(=C1F)F)F)F Isopropyl ((perfluorophenoxy)(phenoxy) phosphoryl)-L-alaninate